(S)-2-((S)-4,4-difluoro-3-(6-oxo-1,6-dihydropyridin-3-yl)piperidin-1-yl)-N-(5-(pyridin-4-ylmethyl)pyridin-2-yl)propionamide FC1([C@H](CN(CC1)[C@H](C(=O)NC1=NC=C(C=C1)CC1=CC=NC=C1)C)C1=CNC(C=C1)=O)F